FC1=C(OCC(=O)N(C)C)C=C(C(=C1)CC1=CC(=C(C=C1)O)C(C)C)C(=C)C 2-(2-fluoro-4-(4-hydroxy-3-isopropylbenzyl)-5-(prop-1-en-2-yl)phenoxy)-N,N-dimethylacetamide